C(C1CO1)OC1=CC(=CC=C1)C=C 3-vinylphenyl glycidyl ether